C[C@H](CCC(=O)O)[C@H]1CC[C@@H]2[C@@]1([C@H](C[C@H]3[C@H]2[C@@H](C[C@H]4[C@@]3(CC[C@H](C4)O)C)O)O)C The molecule is a bile acid that is 5beta-cholan-24-oic acid bearing three alpha-hydroxy substituents at position 3, 7 and 12. It has a role as a human metabolite and a mouse metabolite. It is a bile acid, a C24-steroid, a 3alpha-hydroxy steroid, a 7alpha-hydroxy steroid, a 12alpha-hydroxy steroid and a trihydroxy-5beta-cholanic acid. It is a conjugate acid of a cholate.